2-ethyl-1,6-Hexanediol C(C)C(CO)CCCCO